FC(S(=O)(=O)N[C@@H]1[C@@H](N(CC12CC2)C(=O)NCC2(CC2)F)CC=2C(=C(C=C(C2)F)C2=CC(=CC(=C2)F)F)F)F (6S,7S)-7-((difluoromethyl)sulfonamido)-N-((1-fluorocyclopropyl)methyl)-6-((2,3',5,5'-tetrafluoro-[1,1'-biphenyl]-3-yl)methyl)-5-azaspiro[2.4]heptane-5-carboxamide